C(C)C1=C(OC2=C1C=CC(=C2)SC)C(/C=C/C2=CC(=C(OC(C(=O)O)(C)C)C(=C2)C)C)=O (E)-2-(4-(3-(3-ethyl-6-(methylthio)benzofuran-2-yl)-3-oxoprop-1-en-1-yl)-2,6-dimethylphenoxy)-2-methylpropanoic acid